CC1CCC(CC1[O-])C(C)C.[Na+] sodium mentholate